[NH4+].FC(C(C(C(C(C(C(C(F)(F)F)(F)F)(F)F)(F)F)(F)F)(F)F)(F)F)(P([O-])(=O)[O-])F.[NH4+] perfluorooctanephosphonic acid ammonium salt